BrC=1N=C(C(=NC1)NS(=O)(=O)C1=CNC(=C1)C1=CC=CC=C1)OC N-(5-bromo-3-methoxypyrazin-2-yl)-5-phenyl-1H-pyrrole-3-sulfonamide